N-(3-chlorophenyl)-5-hydroxy-5-(3-methoxyphenyl)-octahydrocyclopenta[c]pyrrole-2-carboxamide ClC=1C=C(C=CC1)NC(=O)N1CC2C(C1)CC(C2)(C2=CC(=CC=C2)OC)O